C(\C=C\C(=O)O)(=O)O.N[C@]1(CN(CCC1)C=1C=NC(=CC1CN1C2=NC=NC(=C2N=C1)N)C1=C(C=C(C(=C1)F)OC([2H])([2H])[2H])F)[C@@H](C(F)F)O (S)-1-((R)-3-amino-1-(4-((6-amino-9H-purin-9-yl)methyl)-6-(2,5-difluoro-4-(methoxy-d3)phenyl)pyridin-3-yl)piperidin-3-yl)-2,2-difluoroethan-1-ol fumaric acid salt